(S,2R)-N'-((8-fluoro-1,2,3,5,6,7-hexahydro-s-indacen-4-yl)carbamoyl)-2-(methoxymethyl)-2,3-dihydropyrazolo[5,1-b]oxazole-7-sulfonimidamide FC=1C=2CCCC2C(=C2CCCC12)NC(=O)N=[S@@](=O)(N)C=1C=NN2C1O[C@H](C2)COC